C(CCCCC)N(C(OC1=NC2=CC(=CC=C2C=C1)OCCCCN1CCN(CC1)C1=CC=CC=2SC=CC21)=O)CCCCCC 7-(4-(4-(benzo[b]thiophen-4-yl)piperazin-1-yl)butoxy)quinolin-2-yl dihexylcarbamate